O=C1N(C=CC(N1)=O)[C@H]1COC[C@](O1)(CO[Si](C(C)C)(C(C)C)C(C)C)COC(C1=CC=CC=C1)=O.CN(C1=CC=C(C=C1)C(C1=CC=CC=C1)C1=C(C=C(C=C1)Br)O)C (4-dimethylaminophenyl)(2-hydroxy-4-bromophenyl)(phenyl)methane [(2R,6R)-6-(2,4-dioxopyrimidin-1-yl)-2-(triisopropylsilyloxymethyl)-1,4-dioxan-2-yl]methyl-benzoate